OC1=CC=NC2=C(C=C(C(=C12)OC)OC)OC 4-hydroxy-5,6,8-trimethoxyquinoline